N-(5-(5-(1-(methoxyamino)ethyl)benzo[d]oxazol-2-yl)-8-(methylamino)-2,7-naphthyridin-3-yl)cyclopropanecarboxamide CONC(C)C=1C=CC2=C(N=C(O2)C2=C3C=C(N=CC3=C(N=C2)NC)NC(=O)C2CC2)C1